(S)-1-((tert-butyldiphenylsilyl)oxy)propan-2-ol [Si](C1=CC=CC=C1)(C1=CC=CC=C1)(C(C)(C)C)OC[C@H](C)O